ClC1=CC=C(N=N1)C(=O)O 6-chloro-3-pyridazinecarboxylic acid